(3S,4S)-8-(8-((3-chloro-2-(methylthio)phenyl)thio)imidazo[1,2-c]pyrimidin-5-yl)-3-methyl-2-oxa-8-azaspiro[4.5]decan-4-amine ClC=1C(=C(C=CC1)SC=1C=2N(C(=NC1)N1CCC3([C@@H]([C@@H](OC3)C)N)CC1)C=CN2)SC